6,6-dimethyl-3-((4-(1-(((S)-morpholin-2-yl)methyl)-5-(trifluoromethyl)-1H-indol-7-yl)pyrrolo[2,1-f][1,2,4]triazin-6-yl)methyl)-3-azabicyclo[3.1.0]hexane-2,4-dione CC1(C2C(N(C(C12)=O)CC=1C=C2C(=NC=NN2C1)C=1C=C(C=C2C=CN(C12)C[C@@H]1CNCCO1)C(F)(F)F)=O)C